2-(4-chloropicolinamido)benzo[d]thiazole-6-carboxylic acid ClC1=CC(=NC=C1)C(=O)NC=1SC2=C(N1)C=CC(=C2)C(=O)O